OC=1C=C2CCN(C(C2=CC1[2H])=O)CCOC 6-Hydroxy-2-(2-methoxyethyl)-3,4-dihydroisoquinolin-1(2H)-one-7-d